1-((5-((4-(3-((2-((1S)-1-((tetrahydro-2H-pyran-2-yl)oxy)ethyl)-1H-imidazole-1-yl)methyl)isoxazol-5-yl)phenyl)ethynyl)pyridin-2-yl)methyl)azetidin-3-ol O1C(CCCC1)O[C@@H](C)C=1N(C=CN1)CC1=NOC(=C1)C1=CC=C(C=C1)C#CC=1C=CC(=NC1)CN1CC(C1)O